N1=NC(=CC2=C1C1=C(CCC2)C=CC=C1)N1N=C(N=C1N)NC1=CC=C2CCNCC2=C1 1-(6,7-dihydro-5H-benzo[6,7]cyclohepta[1,2-c]pyridazin-3-yl)-N3-(1,2,3,4-tetrahydroisoquinolin-7-yl)-1H-1,2,4-triazole-3,5-diamine